COC1=CC=C(C=C1)C1=CCC(CN(C1)S(=O)(=O)C1=CC=C(C)C=C1)O 6-(4-methoxyphenyl)-1-p-toluenesulfonyl-2,3,4,7-tetrahydro-1H-azepin-3-ol